CN1CCC(CC1)C(=O)OCCOCCOCCOCCOCC(COCCCCCCOC(C(CCCCCCCC)CCCCCC)=O)OCCCCCCOC(C(CCCCCCCC)CCCCCC)=O 2-[2-[2-[2-[2,3-bis[6-(2-hexyldecanoyloxy)hexoxy]propoxy]ethoxy]ethoxy]ethoxy]ethyl 1-methylpiperidine-4-carboxylate